1H-indole-7-ol N1C=CC2=CC=CC(=C12)O